C([C@H](C([C@@H](CO)O)O)O)O (2R,4R)-pentane-1,2,3,4,5-pentaol